(S)-2-(1-(4-chloro-1H-imidazol-5-yl)cyclopropane-1-carboxamido)-4-(((S)-3-fluoro-2-methoxypropyl)(4-(5,6,7,8-tetrahydro-1,8-naphthyridin-2-yl)butyl)amino)butanoic acid ClC=1N=CNC1C1(CC1)C(=O)N[C@H](C(=O)O)CCN(CCCCC1=NC=2NCCCC2C=C1)C[C@@H](CF)OC